4'-{[(4-methoxyphenyl)methyl] sulfamoyl}[1,1'-biphenyl]-4-yl 4-chlorobenzoate ClC1=CC=C(C(=O)OC2=CC=C(C=C2)C2=CC=C(C=C2)S(NCC2=CC=C(C=C2)OC)(=O)=O)C=C1